2-hydroxy-5-tertiary butyl-1,3-dinitrobenzene OC1=C(C=C(C=C1[N+](=O)[O-])C(C)(C)C)[N+](=O)[O-]